CN[C@@H](C(C(=O)O)C)C(=O)O N,β-dimethyl-L-aspartic acid